C(CC)(=O)C(CC(=O)OCC)C(CC)=O ethyl 3-propionyl-4-oxo-hexanoate